(R)-7-bromo-5-(1-cyclopropylvinyl)-3-methyl-2,3-dihydrofuro[2,3-c]pyridine-3-carboxamide BrC=1N=C(C=C2C1OC[C@@]2(C(=O)N)C)C(=C)C2CC2